1-(5-(2-fluorophenyl)-4-methoxy-1-((6-methoxypyridin-3-yl)sulfonyl)-1H-pyrrol-3-yl)-N-methylmethanamine FC1=C(C=CC=C1)C1=C(C(=CN1S(=O)(=O)C=1C=NC(=CC1)OC)CNC)OC